C1(=CC=CC=C1)C(C[Se]C=1C=C(C=CC1)C)=O 1-phenyl-2-(m-tolylseleno)ethan-1-one